Cl.N[C@@H](CC(C)C)B1OC(C)(C)C(C)(C)O1 (R)-1-amino-3-methylbutane-1-boronic acid pinacol ester hydrochloride